C(C)(C)(C)OCCN(CCC(C(=O)O)NC(C1=C(C=CC=C1)C(F)F)=O)CCCCC1=NC=2NCCCC2C=C1 4-[2-tert-butoxyethyl-[4-(5,6,7,8-tetrahydro-1,8-naphthyridin-2-yl)butyl]amino]-2-[[2-(difluoromethyl)benzoyl]amino]butanoic acid